3-((3,5-dimethoxyphenyl)ethynyl)-1H-pyrazole-4-carboxamide COC=1C=C(C=C(C1)OC)C#CC1=NNC=C1C(=O)N